C(C)(C)(C)C1=C(C(=C2C=NC(=NN21)N[C@H]2[C@@H](COCC2)O)F)C#N 7-(tert-butyl)-5-fluoro-2-(((3S,4R)-3-hydroxytetrahydro-2H-pyran-4-yl)amino)pyrrolo[2,1-f][1,2,4]triazine-6-carbonitrile